CC1C=CCS(O1)(=O)=O 6-methyl-3,6-dihydrooxathiine 2,2-dioxide